C(C=C)N1N(C2=NC(=CC=C2C1=O)NC1=NC=C(C(=C1)N[C@H](CO)C1=CC=CC=C1)C1=NC=NO1)C(C)C (S)-2-allyl-6-((4-((2-hydroxy-1-phenylethyl)amino)-5-(1,2,4-oxadiazol-5-yl)pyridin-2-yl)amino)-1-isopropyl-1,2-dihydro-3H-pyrazolo[3,4-b]pyridin-3-one